CCC(C)(O)C1=C(C=CC(=C1)NC1=NC=C(C(=N1)NC1CCCC1)Cl)Br methyl-2-[2-bromo-5-[[5-chloro-4-(cyclopentylamino)pyrimidin-2-yl]amino]phenyl]propan-2-ol